N-[(1S)-3-cyano-1,5,5-trimethyl-4-oxocyclohex-2-en-1-yl]-2,6-difluoro-N-methylbenzamide C(#N)C1=C[C@@](CC(C1=O)(C)C)(C)N(C(C1=C(C=CC=C1F)F)=O)C